{[(phenanthrenyl)phenyl]phenyl}binaphthalene C1(=CC=CC=2C3=CC=CC=C3C=CC12)C1=C(C=CC=C1)C1=C(C=CC=C1)C1=C(C2=CC=CC=C2C=C1)C1=CC=CC2=CC=CC=C12